C(C)(C)(C)OC(=O)N1CCC(CC1)OC1=NN(C=C1I)CC1=C(C=C(C=C1)Cl)F 4-((1-(4-chloro-2-fluorobenzyl)-4-iodo-1H-pyrazol-3-yl)oxy)piperidine-1-carboxylic acid tert-butyl ester